O[C@H](C)C1=CC(=NC=C1)NC(OC(C)(C)C)=O tert-butyl (R)-(4-(1-hydroxyethyl)pyridin-2-yl)carbamate